4-{2-[2-(4-methylisoquinoline-8-sulfonamido)phenyl]ethynyl}benzoic acid CC1=CN=CC2=C(C=CC=C12)S(=O)(=O)NC1=C(C=CC=C1)C#CC1=CC=C(C(=O)O)C=C1